(S)-4-(cyclopropylethynyl)-4-(1,1-difluoroethyl)-6-fluoro-7-((4-(pyridin-4-yl)-1H-pyrazol-1-yl)methyl)-3,4-dihydroquinazolin-2(1H)-one C1(CC1)C#C[C@@]1(NC(NC2=CC(=C(C=C12)F)CN1N=CC(=C1)C1=CC=NC=C1)=O)C(C)(F)F